di-ethyl-aminozirconium C(C)[Zr](N)CC